2-mercapto-5-benzoimidazolesulfonic acid sodium salt [Na+].SC=1NC2=C(N1)C=CC(=C2)S(=O)(=O)[O-]